4-[5-(4-aminobutoxy)-1,6-naphthyridin-7-yl]-N,N-dimethyl-aniline NCCCCOC1=C2C=CC=NC2=CC(=N1)C1=CC=C(N(C)C)C=C1